C(C)(C)(C)OC(C(C)(C)C1=CN=C(S1)S(N[Si](C)(C)C(C)(C)C)(=O)=O)=O 2-(2-(N-(t-Butyldimethylsilyl)sulfamoyl)thiazol-5-yl)-2-methylpropanoic acid tert-butyl ester